tert-Butyl (S)-(4-(3-chloro-4-(2-chloro-3-((3-fluoro-4-(((2-hydroxyethyl)amino)methyl)pyridin-2-yl)amino)phenyl)pyridin-2-yl)-2-methoxybenzyl)((5-oxopyrrolidin-2-yl)methyl)carbamate ClC=1C(=NC=CC1C1=C(C(=CC=C1)NC1=NC=CC(=C1F)CNCCO)Cl)C1=CC(=C(CN(C(OC(C)(C)C)=O)C[C@H]2NC(CC2)=O)C=C1)OC